ClC=1C=NC2=CC=C(C=C2C1)C1=CN=C(N1)[C@H](CCCCCC(CC)=O)NC(=O)[C@H]1CC12CCN(CC2)C (S)-N-((S)-1-(5-(3-Chlorochinolin-6-yl)-1H-imidazol-2-yl)-7-oxononyl)-6-methyl-6-azaspiro[2.5]octan-1-carboxamid